N1N=CC=C1C=1C=C(OC=2C(=C3C=CN(C3=CC2F)S(=O)(=O)C2=CC=C(C)C=C2)CO)C=CC1 (5-(3-(1H-pyrazol-5-yl)phenoxy)-6-fluoro-1-tosyl-1H-indol-4-yl)methanol